2-ethoxy-3',5'-difluoro-N-((4-(hydroxymethyl)-1H-pyrazolo[4,3-c]pyridin-7-yl)methyl)-N-methyl-[1,1'-biphenyl]-4-carboxamide phosphoric acid salt P(O)(O)(O)=O.C(C)OC1=C(C=CC(=C1)C(=O)N(C)CC=1C2=C(C(=NC1)CO)C=NN2)C2=CC(=CC(=C2)F)F